1-((1r,3r)-3-(difluoromethyl)cyclobutyl)-3-((2-(2,2,2-trifluoroethoxy)pyridin-4-yl)methyl)urea FC(C1CC(C1)NC(=O)NCC1=CC(=NC=C1)OCC(F)(F)F)F